3-[2-(dimethylamino)ethyl]-N-methyl-1H-indole-5-methanesulphonamide sulphate salt S(=O)(=O)(O)O.CN(CCC1=CNC2=CC=C(C=C12)CS(=O)(=O)NC)C